di-n-octyl ether C(CCCCCCC)OCCCCCCCC